FC=1C=C(CNN2CCN(CC2)C=2SC3=C(C(N2)=O)C=C(C=C3[N+](=O)[O-])C(F)(F)F)C=C(C1)F (4-((3,5-difluorobenzyl)amino)piperazin-1-yl)-8-nitro-6-(trifluoromethyl)-4H-benzo[e][1,3]thiazin-4-one